(2,3-bis(pentafluoroethyl)naphthyl)gallium FC(C(F)(F)F)(C1=C(C2=CC=CC=C2C=C1C(C(F)(F)F)(F)F)[Ga])F